1-(4-(2-chlorophenyl)-3,4-dihydroquinoxalin-1(2H)-yl)-3-(pyrrolidin-1-yl)propan ClC1=C(C=CC=C1)N1CCN(C2=CC=CC=C12)CCCN1CCCC1